2-(3-(2-Carboxy-4-hydroxyphenylaminocarbonyl)-2,5-dihydroxybenzamido)-5-hydroxybenzoic acid C(=O)(O)C1=C(C=CC(=C1)O)NC(=O)C=1C(=C(C(=O)NC2=C(C(=O)O)C=C(C=C2)O)C=C(C1)O)O